COC(=O)N1CCC2(CC(C2)N2[C@H](CCC2)C2=C(C=CC=C2)C(C)C)CC1 2-((R)-2-(2-isopropylphenyl)pyrrolidin-1-yl)-7-azaspiro[3.5]nonane-7-carboxylic acid methyl ester